1-(4-bromo-2-fluorophenyl)-2,2,2-trifluoroethanone BrC1=CC(=C(C=C1)C(C(F)(F)F)=O)F